S1C(=CC=C1)C=CC=O 3-(thiophen-2-yl)prop-2-en-1-one